vinyl-tri(2,2,2-trifluoroethoxy)silane C(=C)[Si](OCC(F)(F)F)(OCC(F)(F)F)OCC(F)(F)F